C1=C(C=NC=C1C(=O)[O-])C(=O)O The molecule is a carboxypyridinecarboxylate. It is a conjugate base of a dinicotinic acid. It is a conjugate acid of a dinicotinate(2-).